[Cl-].[Cl-].ClC1=CC=C(C2=CC=CC=C12)C(=[Zr+2](C1=CC=CC2=C3C(=C4C=5C=CC=CC5CC4=C21)C=CC=C3)C3C=CC=C3)C3=CC=C(C2=CC=CC=C32)Cl di-(4-chloronaphthyl)methylene(cyclopentadienyl)(dibenzofluorenyl)zirconium dichloride